C(CCCCCCCCCCCCCCCCC)(=O)O.C1(=CC(=CC=C1)N1C(C=CC1=O)=O)N1C(C=CC1=O)=O (N,N'-m-PHENYLENEDIMALEIMIDE) stearate